(S)-3-(1-((5-fluoroquinazolin-4-yl)amino)-2-methylpropyl)-2-phenyl-8-(pyrimidin-5-yl)isoquinolin-1(2H)-one FC1=C2C(=NC=NC2=CC=C1)N[C@@H](C(C)C)C=1N(C(C2=C(C=CC=C2C1)C=1C=NC=NC1)=O)C1=CC=CC=C1